2-amino-9-chloro-3-(3-(piperazin-1-yl)phenyl)-10H-chromeno[3,2-b]pyridin-10-one hydrochloride Cl.NC1=C(C=C2C(=N1)C(C=1C(=CC=CC1O2)Cl)=O)C2=CC(=CC=C2)N2CCNCC2